N1C(=NC=C1)C=CC(=O)[O-] 2-imidazoleacrylate